C(C)OC(C(=C)Br)OCC 2-bromopropenal diethyl acetal